4-oxo-4-(3H-thieno[3,2-e]indazol-7-yl)butanoic acid O=C(CCC(=O)O)C1=CC=2C=3C=NNC3C=CC2S1